methyl (E)-3-(3-(2-cyclopropyl-6-(trifluoromethyl)pyrimidin-4-yl)-4H-1,2,4-Triazol-1-yl)-2-(pyrimidin-5-yl)acrylate C1(CC1)C1=NC(=CC(=N1)C1=NN(CN1)/C=C(/C(=O)OC)\C=1C=NC=NC1)C(F)(F)F